C(C)(=O)C1=CN(C2=CC=C(C=C12)C=1C=NC(=NC1)C)CC(=O)N1[C@@H](C[C@H](C1)F)C(=O)NCCC1=CC=CC=C1 (2S,4R)-1-(2-(3-acetyl-5-(2-methylpyrimidin-5-yl)-1H-indol-1-yl)acetyl)-4-fluoro-N-phenethylpyrrolidine-2-carboxamide